S1C(=NC2=C1C=CC=C2)C=2C(OC=1C(C2)=CC=2CCCN3CCCC1C23)=O 10-(2-benzothiazolyl)-2,3,6,7-tetrahydro-1H,5H,11H-[1]benzopyrano[6,7,8-ij]quinolizin-11-one